(6-Cyclopropylpyridin-3-yl)boronic acid C1(CC1)C1=CC=C(C=N1)B(O)O